(2,2-dimethyltetrahydro-2H-pyran-4-yl)methanol CC1(OCCC(C1)CO)C